BrC1=NN2C(C=3N([C@@H](C2)C(C)C)C=C(C(C3)=O)C(=O)OCC)=C1Cl ethyl (R)-2-bromo-1-chloro-6-isopropyl-10-oxo-5,6-dihydro-10H-pyrazolo[1,5-a]pyrido[2,1-c]pyrazine-9-carboxylate